methyl 4-[3-(3,5-dimethylphenyl) pyrrolo[2,3-b]pyrazin-5-yl]-2-fluoro-benzoate CC=1C=C(C=C(C1)C)C1=CN=C2C(=N1)N(C=C2)C2=CC(=C(C(=O)OC)C=C2)F